OC=1C2(CCC2)N(NC(C1C(=O)NC1=C(C=C(C=C1)C(F)(F)F)C1=NC=NC(=C1)C(F)(F)F)=O)C 5-hydroxy-9-methyl-7-oxo-N-[4-(trifluoromethyl)-2-[6-(trifluoromethyl)pyrimidin-4-yl]phenyl]-8,9-diazaspiro[3.5]non-5-ene-6-carboxamide